C(C)CC(CC(=O)[O-])=O.C(C)CC(CC(=O)[O-])=O.[Mg+2] magnesium bis(ethylacetoacetate)